FC1=C(C=CC=C1S(=O)(=O)C)NC1=NC=C(C(=N1)C1=CNC2=C(C=CC=C12)NC([C@@H](CC)N1CCN(CCC1)C)=O)C (R)-N-(3-(2-((2-Fluoro-3-(methylsulfonyl)phenyl)amino)-5-methylpyrimidin-4-yl)-1H-indol-7-yl)-2-(4-methyl-1,4-diazepan-1-yl)butanamid